1-(4-chlorobenzyl)-3-(1-(pyridin-4-yl)-1H-pyrazol-4-yl)tetrahydropyrimidin-2(1H)-one ClC1=CC=C(CN2C(N(CCC2)C=2C=NN(C2)C2=CC=NC=C2)=O)C=C1